N-(4-(4-(ethylsulfonylamino)-2,3-dimethylphenyl)-1H-pyrrolo[2,3-b]pyridin-6-yl)cyclopropylcarboxamide C(C)S(=O)(=O)NC1=C(C(=C(C=C1)C1=C2C(=NC(=C1)NC(=O)C1CC1)NC=C2)C)C